(3-((Ethylamino)methyl)azetidin-1-yl)(5-(4-(trifluoromethyl)-phenoxy)naphthalen-2-yl)methanone C(C)NCC1CN(C1)C(=O)C1=CC2=CC=CC(=C2C=C1)OC1=CC=C(C=C1)C(F)(F)F